FC(OC1=C(C=C(C=C1)SC(C)C)C1=NNC=C1NC(=O)C=1C=NN2C1N=CC=C2)F N-[3-[2-(difluoromethoxy)-5-isopropylsulfanyl-phenyl]-1H-pyrazol-4-yl]pyrazolo[1,5-a]pyrimidine-3-carboxamide